2-[[5-(4,5-Dimethyl-2-nitrophenyl)-2-furanyl]methylene]benzo[b]thiophen-3(2H)-one CC1=CC(=C(C=C1C)C1=CC=C(O1)C=C1C(C2=C(S1)C=CC=C2)=O)[N+](=O)[O-]